2-chloro-N-cyclopropyl-N-ethyl-5-[3-[5-(1,1,2,3,3,3-hexafluoropropoxy)-2-methyl-4-(trifluoromethyl)pyrazol-3-yl]isoxazol-5-yl]thiophene-3-carboxamide ClC=1SC(=CC1C(=O)N(CC)C1CC1)C1=CC(=NO1)C=1N(N=C(C1C(F)(F)F)OC(C(C(F)(F)F)F)(F)F)C